4-[5-(1-ethyl-3-methyl-1H-pyrazol-5-yl)-4H-1,2,4-triazol-3-yl]-1-[(1R)-1-(1-methylpiperidin-4-yl)ethyl]-1H-indazole-6-carboxamide C(C)N1N=C(C=C1C=1NC(=NN1)C1=C2C=NN(C2=CC(=C1)C(=O)N)[C@H](C)C1CCN(CC1)C)C